(S)-2-(2-aminoethoxy)-1-(3-bromo-5-chlorophenyl)ethyl methanesulfonate HCl Cl.CS(=O)(=O)O[C@H](COCCN)C1=CC(=CC(=C1)Cl)Br